rac-7-(((6-cyclopropyl-8-(3-methyl-2,4-dioxoimidazolidin-1-yl)imidazo[1,2-a]pyridin-2-yl)methyl)amino)-2-((15S*,2S*)-2-(4-methylpyrimidin-2-yl)cyclopropyl)quinoline-5-carbonitrile C1(CC1)C=1C=C(C=2N(C1)C=C(N2)CNC=2C=C(C=1C=CC(=NC1C2)[C@H]2[C@H](C2)C2=NC=CC(=N2)C)C#N)N2C(N(C(C2)=O)C)=O |&1:24,o1:25|